CN(C=O)C (4R,5R)-dimethylformamide